The molecule is a cholesteryl 6-O-acyl-beta-D-galactoside having decanoyl as the 6-O-acyl group. It is a cholesteryl 6-O-acyl-beta-D-galactoside and a decanoate ester. CCCCCCCCCC(=O)OC[C@@H]1[C@@H]([C@@H]([C@H]([C@@H](O1)O[C@H]2CC[C@@]3([C@H]4CC[C@]5([C@H]([C@@H]4CC=C3C2)CC[C@@H]5[C@H](C)CCCC(C)C)C)C)O)O)O